1-hexadecanoyl-2-(11Z-eicosenoyl)-glycero-3-phospho-(1'-sn-glycerol) CCCCCCCCCCCCCCCC(=O)OC[C@H](COP(=O)(O)OC[C@H](CO)O)OC(=O)CCCCCCCCC/C=C\CCCCCCCC